7-(4-(Dipropylamino) butyl)-7-hydroxytridecane-1,13-diylbis(9,11,11-trimethyldodecanoate) C(CC)N(CCCCC(CCCCCCC(C(=O)[O-])CCCCCCC(CC(C)(C)C)C)(CCCCCCC(C(=O)[O-])CCCCCCC(CC(C)(C)C)C)O)CCC